ethyl(cyclohexylethyl) phosphinate [PH2](OCC(C1CCCCC1)CC)=O